(6-(2,5-Dimethyl-pyrrol-1-yl)-4-methoxy-pyridin-3-yl)-2-methoxymethyl-piperazine-1-carboxylic acid tert-butyl ester C(C)(C)(C)OC(=O)N1C(CNCC1)(COC)C=1C=NC(=CC1OC)N1C(=CC=C1C)C